4-(4-((2S,5S)-5-(2-(bis(phenylmethyl)amino)-2-oxoethyl)-2-heptyl-4-oxo-3-thiazolidinyl)butyl)benzoic acid C1(=CC=CC=C1)CN(C(C[C@H]1C(N([C@@H](S1)CCCCCCC)CCCCC1=CC=C(C(=O)O)C=C1)=O)=O)CC1=CC=CC=C1